C1(CCC2=CC=CC=C12)C1CCC2=CC=CC=C12 indanyl-(dihydroindene)